C(=O)(O)C1=C(C(C(=O)O)=CC(=C1)C(=O)O)C(=O)O 3,5-dicarboxyphthalic acid